5-[3-(4-methylpyridin-3-yl)-1,2,4-oxadiazol-5-yl]-1-(oxan-4-yl)-1H-1,2,3-benzotriazole CC1=C(C=NC=C1)C1=NOC(=N1)C1=CC2=C(N(N=N2)C2CCOCC2)C=C1